OC[C@@H]1CCC(N1C=1N=C(C2=C(N1)C=CO2)NC=2N=CN(C2)C2=CC(=C(C(=C2)OC)OC)OC)=O (S)-5-(hydroxymethyl)-1-(4-((1-(3,4,5-trimethoxyphenyl)-1H-imidazol-4-yl)amino)furo[3,2-d]pyrimidin-2-yl)pyrrolidin-2-one